7-(8-((3-methoxy-4-morpholinylphenyl)amino)-[1,2,4]triazolo[1,5-a]pyrazin-6-yl)-2,2-dimethyl-2H-benzo[b][1,4]oxazin-3(4H)-one COC=1C=C(C=CC1N1CCOCC1)NC=1C=2N(C=C(N1)C=1C=CC3=C(OC(C(N3)=O)(C)C)C1)N=CN2